ClC1=CC=C(C=C1)[C@@]1(N(C(C2=CC(=CC=C12)C(C)(C)O)=O)CC1=CC=C(C=C1)Cl)OCC1(COC1)C (3R)-3-(4-chlorophenyl)-2-[(4-chlorophenyl)methyl]-6-(2-hydroxypropan-2-yl)-3-[(3-methyloxetan-3-yl)methoxy]-2,3-dihydro-1H-isoindol-1-one